P(O)(=O)(OP(=O)(O)OP(=O)(O)O)OC[C@@H]1[C@H]([C@H]([C@@H](O1)N1C(=O)NC(=O)C=C1)O)O.C(CCCC)N(CCCCC)CCCCC Tri-n-pentylamine uridine-5'-triphosphate